ClC=1C(=CC(=C(C1)C1=CC(=NC=C1C(=O)O)C)OC)S(=O)C1CC1 4-(5-chloro-4-(cyclopropylsulfinyl)-2-methoxyphenyl)-6-methylnicotinic acid